3-[9-(4,6-diphenyl-1,3,5-triazin-2-yl)-2-dibenzothienyl]-9-phenyl-9H-carbazole C1(=CC=CC=C1)C1=NC(=NC(=N1)C1=CC=CC=C1)C1=CC=CC2=C1C1=C(S2)C=CC(=C1)C=1C=CC=2N(C3=CC=CC=C3C2C1)C1=CC=CC=C1